5,6-dichloro-1-(trifluoromethanesulfonyl)-1H-benzotriazole ClC1=CC2=C(N(N=N2)S(=O)(=O)C(F)(F)F)C=C1Cl